C(C)OC(=O)N1C2COCC1CC(C2)N2CCC1(CC1)CC2 7-(6-azaspiro[2.5]oct-6-yl)-3-oxa-9-azabicyclo[3.3.1]nonane-9-carboxylic acid ethyl ester